4-(tert-butylamino)-2-((1R,3R)-3-hydroxycycloheptylamino)pyrimidine-5-carboxamide C(C)(C)(C)NC1=NC(=NC=C1C(=O)N)N[C@H]1C[C@@H](CCCC1)O